N-[6-(2-Amino-[1,2,4]triazolo[1,5-a]pyridin-5-yl)-2-methoxy-3-pyridyl]-5-methyl-3-phenyl-isoxazole-4-carboxamide NC1=NN2C(C=CC=C2C2=CC=C(C(=N2)OC)NC(=O)C=2C(=NOC2C)C2=CC=CC=C2)=N1